(2R,4S)-4-METHYLHEX-5-ENE-2-SULFONAMIDE C[C@@H](C[C@@H](C)S(=O)(=O)N)C=C